4-isopropylpyrido[3,4-d]pyrimidin-8-amine C(C)(C)C=1C2=C(N=CN1)C(=NC=C2)N